Di-iso-octyl maleate C(\C=C/C(=O)OCCCCCC(C)C)(=O)OCCCCCC(C)C